3-amino-6-phenyl-5-(o-tolyl)pyrazine-2-carbonitrile NC=1C(=NC(=C(N1)C1=C(C=CC=C1)C)C1=CC=CC=C1)C#N